ClC1=CC=C(C=C1)N(C(=O)C=1N=CC=2N(C1)C(=CN2)C2=CC=C(C=C2)NC(OC)=O)C methyl N-[4-[6-[(4-chlorophenyl)-methyl-carbamoyl]imidazo[1,2-a]pyrazin-3-yl]phenyl]carbamate